CC1=CN(C2=NC=C(N=C21)NC(C=C)=O)C2=CC=C(C=C2)C(F)(F)F N-(7-methyl-5-(4-(trifluoromethyl)phenyl)-5H-pyrrolo[2,3-b]pyrazin-2-yl)acrylamide